C1CN(CCN1)C2=C(C(=CC=C2)Cl)Cl (2,3-dichlorophenyl)piperazine